acryloylpropyltrimethoxysilan C(C=C)(=O)CO[Si](OC)(OC)CCC